C(C)N1C(=NC2=C1C(=CC(=C2)C=O)OC)C=2N1C(CN(C3=CC=CC(C2)=C13)CCCO)C [1-ethyl-2-[9-(3-hydroxypropyl)-11-methyl-1,9-diazatricyclo[6.3.1.04,12]dodeca-2,4(12),5,7-tetraen-2-yl]-7-methoxy-benzimidazol-5-yl]methanone